FC(C1=CC=CC=2N1N=C(C2)[C@@H]2N(CCC1=C2N=CN1)C=1OC(=NN1)C1=NC=CN=C1)F (R)-2-(4-(7-(difluoromethyl)pyrazolo[1,5-a]pyridin-2-yl)-1,4,6,7-tetrahydro-5H-imidazo[4,5-c]pyridin-5-yl)-5-(pyrazin-2-yl)-1,3,4-oxadiazole